CC(CCCCCCCCCCCCC(=O)O)CCCCC(C)C 14,19-dimethyleicosanoic acid